8-(Bicyclo[2.1.1]hex-1-yl)-N-(3-fluoro-5-(1-(4-fluorophenyl)-1H-pyrazol-4-yl)benzyl)-7H-purine-6-carboxamide C12(CCC(C1)C2)C2=NC1=NC=NC(=C1N2)C(=O)NCC2=CC(=CC(=C2)C=2C=NN(C2)C2=CC=C(C=C2)F)F